C(\C=C\C(=O)O)(=O)O.C1(CC1)CN[C@H]1[C@@H](C1)C=1C=C(SC1C)C(=O)NC=1SC(=NN1)C 4-((1S,2R)-2-((cyclopropylmethyl)amino)cyclopropyl)-5-methyl-N-(5-methyl-1,3,4-thiadiazol-2-yl)thiophene-2-carboxamide Fumarate